ClC=1C(=C(C=C(C1)Cl)S(=O)(=O)O)O 3,5-dichloro-2-hydroxybenzenesulphonic acid